4-(3-ethyl-4-methyl-5-oxo-4,5-dihydro-1H-1,2,4-triazol-1-yl)-5-fluoro-N-(2-methylphenyl)-2-[(2S)-pentan-2-yloxy]benzamide C(C)C1=NN(C(N1C)=O)C1=CC(=C(C(=O)NC2=C(C=CC=C2)C)C=C1F)O[C@@H](C)CCC